ethyl 1-(2-(dimethylamino)ethyl)-3-phenyl-4-(trifluoromethyl)-1H-pyrazole-5-carboxylate CN(CCN1N=C(C(=C1C(=O)OCC)C(F)(F)F)C1=CC=CC=C1)C